(4-Methyl-4-piperidyl)-[(3S)-3-pyrimidin-5-ylisoxazolidin-2-yl]methanone TFA salt Tert-butyl-4-methyl-4-[(3S)-3-pyrimidin-5-ylisoxazolidine-2-carbonyl]piperidine-1-carboxylate C(C)(C)(C)OC(=O)N1CCC(CC1)(C(=O)N1OCC[C@H]1C=1C=NC=NC1)C.OC(=O)C(F)(F)F.CC1(CCNCC1)C(=O)N1OCC[C@H]1C=1C=NC=NC1